C(C)(=O)N[C@H]1[C@@H](O[C@@H]([C@@H]([C@@H]1O)O)CO)OCCCC(=O)NCCCCCC(=O)N1CCC(CC1)(CO)CO 4-(((2R,3R,4R,5R,6R)-3-acetamido-4,5-dihydroxy-6-(hydroxymethyl)tetrahydro-2H-pyran-2-yl)oxy)-N-(6-(4,4-bis(hydroxymethyl)piperidin-1-yl)-6-oxohexyl)butanamide